4-(2-Amino-2-methylpropanoyl)-N-(1-(6-((trans-3-aminocyclobutyl)amino)-5,6,7,8-tetrahydronaphthalen-2-yl)-2-oxo-1,2-dihydropyrimidin-4-yl)piperazine-1-carboxamide hydrochloride salt Cl.NC(C(=O)N1CCN(CC1)C(=O)NC1=NC(N(C=C1)C1=CC=2CCC(CC2C=C1)N[C@@H]1C[C@H](C1)N)=O)(C)C